(E)-N-(5-(3-methoxy-5-(1-methyl-1H-1,2,4-triazol-5-yl)styryl)-8-(methylamino)-2,7-naphthyridin-3-yl)cyclopropanecarboxamide tert-butyl-(E)-(4-amino-4-oxobut-2-en-1-yl)(methyl)carbamate C(C)(C)(C)OC(N(C)C\C=C\C(=O)N)=O.COC=1C=C(/C=C/C2=C3C=C(N=CC3=C(N=C2)NC)NC(=O)C2CC2)C=C(C1)C1=NC=NN1C